ClC1=CC=C(C=N1)CN1C=CC=C2C1=NC(N(C2=O)C2=CC(=CC=C2)SC(F)(F)F)=O 8-((6-chloropyridin-3-yl)methyl)-3-(3-((trifluoromethyl)thio)phenyl)pyrido[2,3-d]pyrimidine-2,4(3H,8H)-dione